1-((3,3-difluorocyclobutyl)methyl)-4-methyl-3-(perfluoroethyl)-1H-pyrazole FC1(CC(C1)CN1N=C(C(=C1)C)C(C(F)(F)F)(F)F)F